2-[3-(4-bromo-2-methyl-indazol-3-yl)propyl]isoindoline-1,3-dione BrC=1C2=C(N(N=C2C=CC1)C)CCCN1C(C2=CC=CC=C2C1=O)=O